7-(4-bromo-3-chloro-benzoyl)-2-[4-(cyclopropoxy)phenyl]-3-oxo-N-[rac-(1R)-1-(2-fluoro-4-methoxy-phenyl)ethyl]-6,8-dihydro-5H-imidazo[1,5-a]pyrazine-1-carboxamide BrC1=C(C=C(C(=O)N2CC=3N(CC2)C(N(C3C(=O)N[C@H](C)C3=C(C=C(C=C3)OC)F)C3=CC=C(C=C3)OC3CC3)=O)C=C1)Cl |r|